2-(4-(5-((5-cyano-4-(4-fluorophenyl)thiazol-2-yl)(isopropyl)amino)-6-ethylimidazo[2,1-b]thiazol-2-yl)piperidin-1-yl)-N-(oxetan-3-yl)acetamide C(#N)C1=C(N=C(S1)N(C1=C(N=C2SC(=CN21)C2CCN(CC2)CC(=O)NC2COC2)CC)C(C)C)C2=CC=C(C=C2)F